C(#N)/C(/C(=O)OCC)=C\1/C=C(CCC1)NCCCOC ethyl (2Z)-cyano{3-[(3-methoxypropyl)amino]cyclohex-2-en-1-ylidene}ethanoate